N1C=CC2=C3C(C=CC=C13)=CC=C2 1H-benzo[de]quinoline